ClC1=CC=C(C(=N1)C(=O)O)N[C@H](C)C1=CC(=CC(=C1)N1C(OC[C@@H]1CC1=CC(=CC=C1)C)=O)F 6-Chloro-3-(((R)-1-(3-fluoro-5-((S)-4-(3-methylbenzyl)-2-oxooxazolidin-3-yl)phenyl)ethyl)amino)picolinic acid